1-isopropyl-3-methyl-5-(2-methyl-1,3-benzooxazol-4-yl)-N-[(1-methylpyrazol-4-yl)methyl]Pyrazolo[4,3-b]Pyridin-7-amine C(C)(C)N1N=C(C2=NC(=CC(=C21)NCC=2C=NN(C2)C)C2=CC=CC1=C2N=C(O1)C)C